C(C(CCC)OC1OC2(CC1)CCC(CC2)(C)C)OC2OC1(CC2)CCC(CC1)(C)C 2,2'-(pentan-1,2-diylbis(oxy))bis(8,8-dimethyl-1-oxaspiro[4.5]decane)